1,3,5-triisocyanato-methylbenzene N(=C=O)C1=C(C(=CC(=C1)N=C=O)N=C=O)C